CC1=NN=C(S1)C=1C=C2C=C(N=CC2=CC1)NC(CN1[C@H](COCC1)C)=O (S)-N-(6-(5-methyl-1,3,4-thiadiazol-2-yl)isoquinolin-3-yl)-2-(3-methylmorpholinyl)acetamide